C(C)[C@@H]1C[C@H](C2=NC=CC=C2O1)CNC(OCC1=CC=CC=C1)=O |r| rac-benzyl {[(2R,4S)-2-ethyl-3,4-dihydro-2H-pyrano[3,2-b]pyridin-4-yl]methyl}carbamate